3-bromo-2,4-difluoro-aniline BrC=1C(=C(N)C=CC1F)F